O1C(=CC=C1)C1=CN(C2=CC=C(C=C12)[N+](=O)[O-])C1=CC=C(C=C1)C(F)(F)F 3-(2-furyl)-5-nitro-1-(4-(trifluoromethyl)phenyl)indole